n-propanolat C(CC)[O-]